2'-chloro-5'-methoxy-6-methyl-N-(6-(3-oxocyclopentyl)thiazolo[4,5-b]pyrazin-2-yl)-[4,4'-bipyridine]-3-carboxamide ClC1=NC=C(C(=C1)C1=C(C=NC(=C1)C)C(=O)NC=1SC=2C(=NC=C(N2)C2CC(CC2)=O)N1)OC